COC1=CC=C(C=C1)C(=O)C1=C(N=C2N1C(C(C(C2[2H])[2H])([2H])[2H])[2H])CC (4-methoxyphenyl)(5,6,6,7,8-pentadeuterio-2-ethyl-5,6,7,8-tetrahydroimidazo[1,2-a]-pyridin-3-yl)methanone